COC(=O)C=1C2=C(C=3N=C(C(NC3C1)=O)C)C=CC=C2 2-methyl-3-oxo-3,4-dihydrobenzo[f]quinoxaline-6-carboxylic acid methyl ester